1-(4-n-butyl)phenyl-1,3-butadiene CCCCC1(CC=CC=C1)C=CC=C